2-oxo-N-(6-((4-(4-(trifluoromethyl)piperidin-1-yl)phenyl)amino)spiro[3.3]heptan-2-yl)imidazolidine-4-carboxamide O=C1NCC(N1)C(=O)NC1CC2(C1)CC(C2)NC2=CC=C(C=C2)N2CCC(CC2)C(F)(F)F